(2R,3S,4R,5R)-5-(4-aminopyrrolo[2,1-f][1,2,4]triazin-7-yl)-5-cyano-4-hydroxy-2-((propionyloxy)methyl)tetrahydrofuran-3-yl propionate C(CC)(=O)O[C@@H]1[C@H](O[C@@]([C@@H]1O)(C#N)C1=CC=C2C(=NC=NN21)N)COC(CC)=O